N1CC(C=2C1=NC=CC2)=O Pyrrolo[2,3-b]Pyridin-3(2H)-one